2-(but-3-en-1-yl)-4-(2-chlorophenyl)-7-(methylamino)-[1,3]thiazolo[4,5-d]pyrimidin-5-one C(CC=C)C=1SC2=C(N(C(N=C2NC)=O)C2=C(C=CC=C2)Cl)N1